dimethyl-glycine propyl ester C(CC)OC(CN(C)C)=O